ClC1=NC(=NC(=N1)C1=CC=CC=C1)C1=CC=C(C#N)C=C1 4-(4-chloro-6-phenyl-1,3,5-triazine-2-yl)benzonitrile